3,5-dichlorobenzyl 4-(5-(2-(1H-1,2,3-triazole-5-yl)ethyl)-1,3,4-thiadiazol-2-yl)piperazine-1-carboxylate N1N=NC=C1CCC1=NN=C(S1)N1CCN(CC1)C(=O)OCC1=CC(=CC(=C1)Cl)Cl